N-((4,6-dimethyl-2-oxo-1,2-dihydropyridin-3-yl)methyl)-3-(ethyl-(tetrahydro-2H-pyran-4-yl)amino)-2-methyl-5-(5-((tetrahydro-2H-pyran-4-yl)amino)isoindolin-2-yl)benzamide CC1=C(C(NC(=C1)C)=O)CNC(C1=C(C(=CC(=C1)N1CC2=CC=C(C=C2C1)NC1CCOCC1)N(C1CCOCC1)CC)C)=O